ethyl 2-(2-((7-bromobenzofuran-5-yl)methoxy)-4-cyanophenyl)acetate BrC1=CC(=CC=2C=COC21)COC2=C(C=CC(=C2)C#N)CC(=O)OCC